methacryloyl-propyl-dimethylchlorosilane C(C(=C)C)(=O)C[Si](Cl)(C)CCC